ClC1=NC2=CC(=CN=C2C=C1)C 2-chloro-7-methyl-1,5-naphthyridine